C1(=CC=C(C=C1)OCCCN(CCC(=O)[O-])CCC(=O)[O-])OCCCN(CCC(=O)[O-])CCC(=O)[O-] 3,3',3'',3'''-(((1,4-phenylenebis(oxy))bis(propane-3,1-diyl))bis(azanetriyl))tetrapropionate